NC=1OC(=NN1)C1=CC(=C(C=C1)Cl)Cl 2-amino-5-((3,4-dichloro)-phenyl)-1,3,4-oxadiazole